N[C@H](C(=O)OCCCCCCCCCCCCCCCCC)CC1=CC(=CC(=C1)F)F heptadecyl (S)-2-amino-3-(3,5-difluorophenyl)propanoate